4-isobutyl-1-benzylaminocarbonyl-2-isobutyl-4,10-diazatricyclo[5.3.1.03,8]Undec-9-ene C(C(C)C)N1C2C(C3(N=CC2C(CC1)C3)C(=O)NCC3=CC=CC=C3)CC(C)C